N1C=C(C2=CC=CC=C12)C1CCN(CC1)C(CC1=CC=C(C=C1)C(F)(F)F)=O 1-(4-(1H-indol-3-yl)piperidin-1-yl)-2-(4-(trifluoromethyl)phenyl)ethanone